C1=CC=C2C(=CC=CC=C12)O azulen-4-ol